[Ca].[Pb].[Ba] barium lead calcium